tert-butyl 3-[[3-[[1-(1,3-benzothiazol-2-yl)-2-(3-cyanophenyl)ethyl]sulfamoyl]phenyl]carbamoyl]azetidine-1-carboxylate S1C(=NC2=C1C=CC=C2)C(CC2=CC(=CC=C2)C#N)NS(=O)(=O)C=2C=C(C=CC2)NC(=O)C2CN(C2)C(=O)OC(C)(C)C